N-(6-amino-5-ethyl-3-pyridyl)-2-oxo-2-[(2R,5S)-2-[2-[2-(dimethylamino)ethyl]indazol-6-yl]-5-methyl-1-piperidyl]acetamide NC1=C(C=C(C=N1)NC(C(N1[C@H](CC[C@@H](C1)C)C=1C=CC2=CN(N=C2C1)CCN(C)C)=O)=O)CC